C(C1=CC=CC=C1)C(C(=O)C1=CC=C(C=C1)N1CCOCC1)(CC)N(C)C 2-benzyl-2-(dimethylamino)-1-(4-(morpholino)phenyl)-1-butanone